2-acetyl-4-methylpentanenitrile C(C)(=O)C(C#N)CC(C)C